C(C1=CC=CC=C1)N1C[C@H](CC1)NC1=C(C=C(C=N1)S(=O)(=O)NC=1N=CSC1)C (S)-6-((1-benzyl-pyrrolidin-3-yl)amino)-5-methyl-N-(thiazol-4-yl)pyridine-3-sulfonamide